NN1C(=NC(=C1C(=O)N)C1=CC=C(C=C1)C(NC1=NC=C(C=C1)C)=O)[C@H]1N(CCCC1)C(C#CC)=O (S)-1-Amino-2-(1-(but-2-ynoyl)piperidin-2-yl)-4-(4-((5-methylpyridin-2-yl)carbamoyl)phenyl)-1H-imidazol-5-carboxamid